NC1=NC2=NC=C(C=C2C2=C1CCC2)C(=O)N([C@H](C)C2=NC=CC=N2)CC2=NC=C(C=C2)Cl 6-amino-N-((5-chloro-2-pyridinyl)methyl)-N-((1R)-1-(2-pyrimidinyl)ethyl)-8,9-dihydro-7H-cyclopenta[c][1,8]naphthyridine-2-carboxamide